5-(1-Cyclopropyl-1H-pyrazol-4-yl)-N-(6-(4-cyclopropyl-4H-1,2,4-triazol-3-yl)pyridin-2-yl)-1-(2-fluorobenzyl)-2-oxo-1,2-dihydropyridine-3-carboxamide C1(CC1)N1N=CC(=C1)C=1C=C(C(N(C1)CC1=C(C=CC=C1)F)=O)C(=O)NC1=NC(=CC=C1)C1=NN=CN1C1CC1